alpha-D-arabinose O[C@@H]1[C@@H](O)[C@H](O)[C@H](O)CO1